NC1=NC=NC=2C3=C(CC(C12)(C)C)C(=C(C=C3)O[C@@H]3CC[C@H](CC3)N)N(CCNS(=O)(=O)C)C N-[2-[[4-amino-8-(trans-4-aminocyclohexyloxy)-5,5-dimethyl-6H-benzo[H]quinazolin-7-yl]-methyl-amino]ethyl]methanesulfonamide